N-(6-Aminoisoquinolin-1-yl)-N-(tert-Butoxycarbonyl)carbamic acid tert-butyl ester C(C)(C)(C)OC(N(C(=O)OC(C)(C)C)C1=NC=CC2=CC(=CC=C12)N)=O